(4-(9H-carbazol-9-yl)butyl)phosphonic acid C1=CC=CC=2C3=CC=CC=C3N(C12)CCCCP(O)(O)=O